C(C)(C)NC(N[C@H]1C[C@H](CC1)C1=CC(=NN1)NC(CC1=CC(=NO1)C)=O)=O N-(5-((1S,3R)-3-(3-isopropylureido)cyclopentyl)-1H-pyrazol-3-yl)-2-(3-methylisoxazol-5-yl)acetamide